4-((1,2-Diphenylethylamino)methyl)-2-methoxyphenol C1(=CC=CC=C1)C(CC1=CC=CC=C1)NCC1=CC(=C(C=C1)O)OC